C(C)(C)(C)OC(=O)C1=CC2=C(S1)C=C(C(=C2)Cl)OC 5-chloro-6-methoxybenzo[b]Thiophene-2-carboxylic acid tert-butyl ester